cobalt aluminum [Al].[Co]